OC(C)C1=C2CCN(C2=CC=C1)S(=O)(=O)C1=C2C=CNC(C2=CC=C1)=O 5-((4-(1-Hydroxyethyl)indolin-1-yl)sulfonyl)isoquinolin-1(2H)-one